7-((4-(6-(1H-1,2,3-triazol-5-yl)pyridin-3-yl)piperazin-1-yl)methyl)-3-ethyl-1,5-Naphthyridin-2(1H)-one N1N=NC=C1C1=CC=C(C=N1)N1CCN(CC1)CC1=CN=C2C=C(C(NC2=C1)=O)CC